COC1=CC=CC=2C=3N(C(=NC12)N)N=C(N3)C3C(C3)C=3C=NC(=CC3)C 7-methoxy-2-[2-(6-methylpyridin-3-yl)cyclopropyl][1,2,4]triazolo[1,5-c]quinazolin-5-amine